[H-].[Ca+2].[H-] calcium Hydride